5-chloro-N-(7-chloro-1-methyl-2-oxo-2,3,4,5-tetrahydro-1H-benzo[b]azepin-3-yl)-6-(chloromethyl)-4-oxo-1-phenyl-1,4-dihydropyridazine-3-carboxamide ClC=1C(C(=NN(C1CCl)C1=CC=CC=C1)C(=O)NC1CCC2=C(N(C1=O)C)C=CC(=C2)Cl)=O